Cl.Cl.N1(CCCCC1)[C@@H]1C[C@H](NC1)C(=O)OC methyl (2S,4R)-4-(piperidin-1-yl)pyrrolidine-2-carboxylate dihydrochloride